naphtho[2,1-d]oxazole-7-carboxylate O1C=NC2=C1C1=CC=C(C=C1C=C2)C(=O)[O-]